ClC1=NC=C(C(=N1)C1=CC=C2CN(C(C2=C1)=O)[C@@H](C(=O)N[C@H](C)C1=NC(=CC=C1)C)CO)Cl (2R)-2-[6-(2,5-dichloropyrimidin-4-yl)-1-oxo-2,3-dihydro-1H-isoindol-2-yl]-3-hydroxy-N-[(1R)-1-(6-methylpyridin-2-yl)ethyl]propanamide